6-(2,2-difluoroethoxy)-5-fluoro-2-methoxy-pyridin-3-amine FC(COC1=C(C=C(C(=N1)OC)N)F)F